6-(4-(5-((7-(Cyclopropylethynyl)-4-oxo-3,4-dihydrophthalazin-1-yl)methyl)-2-fluorobenzoyl)piperazin-1-yl)nicotinonitrile C1(CC1)C#CC1=CC=C2C(NN=C(C2=C1)CC=1C=CC(=C(C(=O)N2CCN(CC2)C2=NC=C(C#N)C=C2)C1)F)=O